3-(((4,4-dimethyl-1,4-dihydro-quinazolin-2-yl)thio)methyl)-6-fluoro-5H-thiazolo[2,3-b]quinazoline CC1(N=C(NC2=CC=CC=C12)SCC1=CSC2=NC3=CC=CC(=C3CN21)F)C